racemic-tert-butyl N-[(E)-N-[(2S)-2-(1,3-dioxoisoindolin-2-yl)propanoyl]-C-methylsulfanyl-carbonimidoyl]carbamate O=C1N(C(C2=CC=CC=C12)=O)[C@H](C(=O)\N=C(\SC)/NC(OC(C)(C)C)=O)C |r|